OC1=C(C=C(C=C1C)C1=CC(=NC2=CC=CC=C12)C)C 4-(4-Hydroxy-3,5-dimethylphenyl)-2-methyl-quinoline